CN1C=NC2=C1C=CC=C2C2=CN=C(C(=N2)C(=O)O)NC2=CC=C(C=C2)N2CCOCC2 6-(1-methylbenzimidazol-4-yl)-3-(4-morpholinoanilino)pyrazine-2-carboxylic acid